FC1=CC(=C(C=C1)NC(=O)C=1C=NC(=NC1)C1CCOCC1)S(=O)(=O)C N-(4-fluoro-2-methanesulfonylphenyl)-2-(oxan-4-yl)pyrimidine-5-carboxamide